(S)-2-((6-(1H-pyrazol-1-yl)pyrimidin-4-yl)amino)-4-((2-((6-methylpyridin-3-yl)oxy)ethyl)(4-(5,6,7,8-tetrahydro-1,8-naphthyridin-2-yl)butyl)amino)butanoic acid N1(N=CC=C1)C1=CC(=NC=N1)N[C@H](C(=O)O)CCN(CCCCC1=NC=2NCCCC2C=C1)CCOC=1C=NC(=CC1)C